CS(=O)(=O)NC1(CN(CC1)C(=O)OCC1=CC=CC=C1)COC benzyl 3-[(methanesulfonyl)amino]-3-(methoxymethyl)pyrrolidine-1-carboxylate